C(C=C)(=O)N1C(CN(CC1)C1=NC(=NC=2CC(CCC12)N1CCC2=CC=CC=C12)NC1CCN(CC1)C(=O)OC(C)(C)C)CC#N tert-butyl 4-((4-(4-acryloyl-3-(cyanomethyl)piperazin-1-yl)-7-(indolin-1-yl)-5,6,7,8-tetrahydroquinazolin-2-yl)amino)piperidine-1-carboxylate